3-(5-(((1S,2S)-2-(3-(1-acetylpiperidin-4-yl)azetidin-1-yl)cyclohexyl)oxy)-1-oxo-isoindolin-2-yl)piperidine-2,6-dione C(C)(=O)N1CCC(CC1)C1CN(C1)[C@@H]1[C@H](CCCC1)OC=1C=C2CN(C(C2=CC1)=O)C1C(NC(CC1)=O)=O